lithium aminoadipate NC(C(=O)[O-])CCCC(=O)[O-].[Li+].[Li+]